((triisopropylsilyl)oxy)isoquinoline C(C)(C)[Si](OC1=NC=CC2=CC=CC=C12)(C(C)C)C(C)C